C1N(CC12CNC2)C2=CC=C(C=N2)C=2C=CC1=CN(N=C1C2F)C(C(=O)NC=2SC=CN2)C2=C1N(C=N2)CCC1 2-(6-(6-(2,6-diazaspiro[3.3]heptan-2-yl)pyridin-3-yl)-7-fluoro-2H-indazol-2-yl)-2-(6,7-dihydro-5H-pyrrolo[1,2-c]imidazol-1-yl)-N-(thiazol-2-yl)acetamide